ClC=1C=CC(=C(C(=O)NC=2C=NC(=NC2)Cl)C1)O 5-chloro-N-(2-chloro-5-pyrimidinyl)-2-hydroxybenzoamide